N=1N2C(=C(C1)C(=O)OC)CCC2 methyl 5,6-dihydro-4H-pyrrolo[1,2-b]pyrazole-3-carboxylate